tetraphenylphosphonium 2,3-dihydroxynaphthalenedicarboxylate OC1(C(C2=CC=CC=C2C=C1O)C(=O)[O-])C(=O)[O-].C1(=CC=CC=C1)[P+](C1=CC=CC=C1)(C1=CC=CC=C1)C1=CC=CC=C1.C1(=CC=CC=C1)[P+](C1=CC=CC=C1)(C1=CC=CC=C1)C1=CC=CC=C1